FC=1C=CC2=C(C1)C1(CCN(CC1)C(=O)C1=C(OC=3N=CN=C(C31)NC3(CC3)C)C)OC(N2)=O 6-fluoro-1'-{6-methyl-4-[(1-methylcyclopropyl)amino]furo[2,3-d]pyrimidine-5-carbonyl}-1,2-dihydrospiro[3,1-benzoxazine-4,4'-piperidin]-2-one